C(C)(C)(C)OC(=O)NCCN1N=C(C(=C1)C(=O)OCC)C1CC1 ethyl 1-(2-((tert-butoxycarbonyl) amino) ethyl)-3-cyclopropyl-1H-pyrazole-4-carboxylate